5,6,7,8-tetrahydroisoquinolin-1-one C1(NC=CC=2CCCCC12)=O